5-((4-(7-(difluoromethyl)-[1,2,4]triazolo[1,5-a]pyridin-6-yl)piperidin-1-yl)sulfonyl)imidazo[2,1-b]thiazole FC(C1=CC=2N(C=C1C1CCN(CC1)S(=O)(=O)C1=CN=C3SC=CN31)N=CN2)F